(S)-N-(1-(3-(tert-butyl)phenyl)ethyl)-7-fluoro-1-isobutyl-1H-indole-6-carboxamide C(C)(C)(C)C=1C=C(C=CC1)[C@H](C)NC(=O)C1=CC=C2C=CN(C2=C1F)CC(C)C